1-(5-(5-((dimethylamino)methyl)-3-(2-fluoro-3-methoxyphenyl)-1-(2-fluoro-6-(trifluoromethyl)benzyl)-2,4-dioxo-1,2,3,4-tetrahydrothieno[2,3-d]pyrimidin-6-yl)pyridin-2-yl)pyridin CN(C)CC1=C(SC=2N(C(N(C(C21)=O)C2=C(C(=CC=C2)OC)F)=O)CC2=C(C=CC=C2C(F)(F)F)F)C=2C=CC(=NC2)N2CC=CC=C2